NC=1SC(=CN1)C1=CC=C(C=C1)NS(=O)(=O)C1=CC(=C(C=C1)OC)OC N-[4-(2-amino-1,3-thiazol-5-yl)phenyl]-3,4-dimethoxy-benzene-1-sulfonamide